C1(CC1)C=1C2=C(N(N1)CC(=O)[O-])C[C@H]1[C@@H]2C1.[Li+].C(C)[SiH2]C1=CC=CC2=CC=CC=C12 ethyl-(naphthyl)silane lithium 2-((3bS,4aS)-3-cyclopropyl-3b,4,4a,5-tetrahydro-1H-cyclopropa[3,4]cyclopenta[1,2-c]pyrazol-1-yl)acetate